6-ethyl-5-[isopropyl(methyl)amino]-3-[3-[2-[[(2S)-2-(methylamino)propanoyl]amino]ethyl]anilino]pyrazine-2-carboxamide C(C)C1=C(N=C(C(=N1)C(=O)N)NC1=CC(=CC=C1)CCNC([C@H](C)NC)=O)N(C)C(C)C